tert-butyl N-[5-bromo-2-(4-cyclopropyl-6-methoxy-pyrimidin-5-yl)-3-fluoro-4-pyridyl]-N-tert-butoxycarbonyl-carbamate BrC=1C(=C(C(=NC1)C=1C(=NC=NC1OC)C1CC1)F)N(C(OC(C)(C)C)=O)C(=O)OC(C)(C)C